CC(C(CC(=O)C1=CC=CC=C1)C1OC(OC1)CCC1=CC=CC=C1)C 4-methyl-3-(2-phenethyl-1,3-dioxolan-4-yl)-1-phenylpentan-1-one